NC1=CC=C(C(=N1)F)C=1CCSC2=C(C1C1=CC=C(C=C1)O[C@@H]1CN(CC1)CCCF)C=CC(=C2)O 4-(6-Amino-2-fluoro-3-pyridyl)-5-[4-[(3S)-1-(3-fluoropropyl)pyrrolidin-3-yl]oxyphenyl]-2,3-dihydro-1-benzothiepin-8-ol